dimyristoyl-1,18-octadecenedicarboxylic acid C(CCCCCCCCCCCCC)(=O)C(=C(C(=O)O)C(CCCCCCCCCCCCC)=O)CCCCCCCCCCCCCCCCC(=O)O